N-methyl-5,6-dihydro-4H-pyrrolo[3,2,1-ij]quinolin-5-amine CNC1CN2C3=C(C=CC=C3C1)C=C2